O=C1NC2=CC=C(C=C2C1=C(C)C)S(=O)(=O)NC=1SC(=NN1)C1=CC=CC=C1 2-oxo-N-(5-phenyl-1,3,4-thiadiazol-2-yl)-3-(propan-2-ylidene)indoline-5-sulfonamide